tert-butyl-(3S,7S)-3-(tert-butoxycarbonyl-amino)-3-(hydroxymethyl)-7-methyl-4,7-dihydro-2H-azepine C(C)(C)(C)C1N[C@H](C=CC[C@]1(CO)NC(=O)OC(C)(C)C)C